3-cyanophenylisocyanate C(#N)C=1C=C(C=CC1)N=C=O